CN1N=C(C(=C1)NC=1N=CC2=C(N1)N(C(=C2)C#N)[C@H]2COC[C@@H]2C)O[C@H]2COC[C@@H]2C 2-[[1-methyl-3-[(3R,4S)-4-methyltetrahydrofuran-3-yl]oxy-1H-pyrazol-4-yl]amino]-7-[(3R,4R)-4-methyltetrahydrofuran-3-yl]pyrrolo[2,3-d]pyrimidin-6-carbonitrile